(2-Fluoro-ethyl)-methyl-(2-m-tolyl-imidazo[1,2-a]pyridin-7-yl)-amine FCCN(C1=CC=2N(C=C1)C=C(N2)C=2C=C(C=CC2)C)C